N-[3-chloro-4-[4-(4-hydroxypiperidine-4-carbonyl)piperazine-1-carbonyl]phenyl]-5-[2,3-difluoro-4-(fluoromethoxy)phenyl]-1-methyl-imidazole-2-carboxamide ClC=1C=C(C=CC1C(=O)N1CCN(CC1)C(=O)C1(CCNCC1)O)NC(=O)C=1N(C(=CN1)C1=C(C(=C(C=C1)OCF)F)F)C